(4Z)-4-[(3-Methylbenzimidazol-5-yl)methylene]-2-[[2-(trifluoromethyl)phenyl]methylamino]-1H-imidazol-5-one CN1C=NC2=C1C=C(C=C2)\C=C\2/N=C(NC2=O)NCC2=C(C=CC=C2)C(F)(F)F